O1NCOC1 1,4,2-Dioxazolidin